1-((2S,4R)-4-((4-(3-aminopropoxy)phenyl)amino)-2-methyl-3,4-dihydroquinolin-1(2H)-yl)propan-1-one hydrochloride Cl.NCCCOC1=CC=C(C=C1)N[C@@H]1C[C@@H](N(C2=CC=CC=C12)C(CC)=O)C